O1SC(C(C1)=O)=O oxathiolanedione